C(C)(C)(C)NS(=O)(=O)C=1C=C(C=CC1)NC(C1=C(N=C(C=C1)[C@](C(F)(F)F)(C)O)N1CCC2(CC2)CC1)=O (S)-N-(3-(N-(tert-butyl)sulfamoyl)Phenyl)-2-(6-azaspiro[2.5]Oct-6-yl)-6-(1,1,1-trifluoro-2-hydroxypropan-2-yl)nicotinamide